N[C@H]1[C@@](CCC1)(O)C |r| (±)-(1R*,2R*)-2-amino-1-methylcyclopentanol